6'-fluoro-N-(4-fluoro-2-((2-hydroxyethyl)amino)benzyl)-1'-methyl-4'-oxo-3',4'-dihydro-1'h-spiro[piperidine-4,2'-quinoline]-1-carboxamide FC=1C=C2C(CC3(N(C2=CC1)C)CCN(CC3)C(=O)NCC3=C(C=C(C=C3)F)NCCO)=O